C(C)(C)(C)OC(=O)N1C[C@H]2C([C@H]2C1)C1=NOC(C1)C (1r,5s,6r)-6-(5-methyl-4,5-dihydro-1,2-oxazol-3-yl)-3-azabicyclo[3.1.0]hexane-3-carboxylic acid tert-butyl ester